methyl 2-amino-4-bromo-5-(difluoromethyl)-3-fluorobenzoate NC1=C(C(=O)OC)C=C(C(=C1F)Br)C(F)F